ClC1=CC=C(C=C1)C1=N[C@H](C=2N(C3=C1C=C(C=C3)OC)C(=NN2)C)CC(=O)NC2=CC(=CC=C2)O 2-((4S)-6-(4-chlorophenyl)-8-methoxy-1-methyl-4H-benzo[f][1,2,4]triazolo[4,3-a][1,4]diazepin-4-yl)-N-(3-hydroxyphenyl)acetamide